ClC1=CC(=C(C=C1C1=NC2=C(N1C)C=CC=C2)N2CCN(CC2)C2=CC=C(C=N2)C(C)(C)O)F 2-(6-(4-(4-chloro-2-fluoro-5-(1-methyl-1H-benzo[d]imidazol-2-yl)phenyl)piperazin-1-yl)pyridin-3-yl)propan-2-ol